3-methylpyridine-2-carboxylate oxide CC1=C([N+](=CC=C1)[O-])C(=O)[O-]